CC(N)C1=C(C=CC=C1)B1OC(C(O1)(C)C)(C)C methyl-1-(2-(4,4,5,5-tetramethyl-1,3,2-dioxaborolan-2-yl)phenyl)methanamine